6-[2-Ethoxy-5-(trifluoromethyl)imidazo[4,5-b]pyridin-3-yl]-3H-1,3-benzothiazol C(C)OC1=NC=2C(=NC(=CC2)C(F)(F)F)N1C1=CC2=C(NCS2)C=C1